C1(=CC=C(C=C1)C1=CC=CC(=N1)C(=O)O)C 6-(p-tolyl)picolinic acid